methyl 2-(4-cyano-3-fluorophenyl)-5-[1-(benzenesulfonyl)-1H-pyrrolo[2,3-b]pyridin-4-yl]-1-{[2-(trimethylsilyl) ethoxy] methyl}-1H-pyrrole-3-carboxylate C(#N)C1=C(C=C(C=C1)C=1N(C(=CC1C(=O)OC)C1=C2C(=NC=C1)N(C=C2)S(=O)(=O)C2=CC=CC=C2)COCC[Si](C)(C)C)F